C(CCCCCCC\C=C/CCCCCCCC)(=O)N[C@H](CC(C)C)C(=O)O N-oleoyl-D-leucine